N-(2,6-diphenyl-4-isopropyl-phenyl)-2-(4-fluorophenyl)imidazole C1(=CC=CC=C1)C1=C(C(=CC(=C1)C(C)C)C1=CC=CC=C1)N1C(=NC=C1)C1=CC=C(C=C1)F